O[C@@H](CNS(=O)(=O)C1=CC=C(C=C1)[N+](=O)[O-])C N-[(2R)-2-hydroxypropyl]-4-nitro-benzenesulfonamide